9,10-bis(n-undecanoyloxy)anthracene C(CCCCCCCCCC)(=O)OC=1C2=CC=CC=C2C(=C2C=CC=CC12)OC(CCCCCCCCCC)=O